NC1=C(SC2=NC(=CC=C21)C)C(=O)NCCC2=CC(=C(C=C2)N2CCN(CC2)C(=O)OC(C)(C)C)Br tert-Butyl 4-(4-(2-(3-amino-6-methylthieno[2,3-b]pyridine-2-carboxamido)ethyl)-2-bromophenyl)piperazine-1-carboxylate